BrC=1C=C2C(=NC=NC2=C(C1)Cl)C 6-bromo-8-chloro-4-methyl-quinazoline